2,3-Dibromo-5-(cyclopropylmethoxy)-6-methylpyridine BrC1=NC(=C(C=C1Br)OCC1CC1)C